9-methoxy-5-methyl-6-(2-(piperidin-1-yl)ethyl)-6H-pyrido[4,3-b]carbazole COC1=CC=2C=3C=C4C(=C(C3N(C2C=C1)CCN1CCCCC1)C)C=CN=C4